(2R,4R)-4-((3-fluoro-6-((5-methyl-1H-pyrazol-3-yl)amino)-pyridin-2-yl)methyl)-2-methyl-1-(2-(trifluoromethyl)benzoyl)piperidine-4-carboxylic acid methyl ester COC(=O)[C@]1(C[C@H](N(CC1)C(C1=C(C=CC=C1)C(F)(F)F)=O)C)CC1=NC(=CC=C1F)NC1=NNC(=C1)C